FC(OC1=CC=C(OC=2C(=NC=CN2)N2CCN(CC2)C(C=C)=O)C=C1)(F)F 1-(4-(3-(4-(trifluoromethoxy)phenoxy)pyrazin-2-yl)piperazin-1-yl)prop-2-en-1-one